N-[1-[2-(diethylamino)ethylamino]-7-methoxy-9-oxo-9H-thioxanthen-4-ylmethyl]formamide C(C)N(CCNC1=CC=C(C=2SC3=CC=C(C=C3C(C12)=O)OC)CNC=O)CC